C1(CCC1)NC1=CC=C(C=C1)[C@@H]1N(C2=CC=CC=C2C[C@@H]1C(=O)NC1=CC(=C(C=C1)CO)C(F)(F)F)C(C1=C(C=CC=C1C)F)=O (2R,3S)-2-(4-(cyclobutylamino)phenyl)-1-(2-fluoro-6-methylbenzoyl)-N-(4-(hydroxymethyl)-3-(trifluoromethyl)phenyl)-1,2,3,4-tetrahydroquinoline-3-carboxamide